4-(3-bromo-2-fluorophenyl)-3,5-dimethyl-4H-1,2,4-triazole BrC=1C(=C(C=CC1)N1C(=NN=C1C)C)F